N1C=C(C=2C1=NC=CC2)\C=C/2\C(N(C(O2)=O)C(C)C)=O (Z)-5-((1H-pyrrolo[2,3-b]pyridin-3-yl)methylene)-3-isopropyloxazolidine-2,4-dione